C(#N)C=1C=C(C=CC1)C=1N=C(SC1C1=CC(=NC(=C1)C)C)NC(=O)N1C=CS(C=C1)=O N-[4-(3-cyanophenyl)-5-(2,6-dimethyl-4-pyridinyl)thiazol-2-yl]-1-oxo-1,4-thiazine-4-carboxamide